amino-bicyclo[2.2.2]Octane-2-carboxylic acid methyl ester COC(=O)C1C2(CCC(C1)CC2)N